tert-butyl trans-3-(4-(pyridin-3-yl)-1H-1,2,3-triazol-1-yl)-4-((6-(trifluoromethyl)pyridin-3-yl)methoxy)pyrrolidine-1-carboxylate N1=CC(=CC=C1)C=1N=NN(C1)[C@@H]1CN(C[C@H]1OCC=1C=NC(=CC1)C(F)(F)F)C(=O)OC(C)(C)C